4-(2-methoxyethoxy)-N-[(1R,3S)-3-([1,2,4]triazolo[4,3-a]pyridin-3-yl)cyclohexyl]-5-(trifluoromethyl)pyrimidin-2-amine COCCOC1=NC(=NC=C1C(F)(F)F)N[C@H]1C[C@H](CCC1)C1=NN=C2N1C=CC=C2